C(C)(C)(C)OC(=O)N1C[C@H](NCCC1)C1=C(C=CC=C1)Cl |r| (+-)-3-(2-chlorophenyl)-1,4-diazacycloheptane-1-carboxylic acid tert-butyl ester